4-(Methylamino)-7-(trifluoromethyl)-1-(2-(trifluoromethyl)pyridin-3-yl)pyrido[2,3-d]pyrimidin-2(1H)-one CNC=1C2=C(N(C(N1)=O)C=1C(=NC=CC1)C(F)(F)F)N=C(C=C2)C(F)(F)F